[2-(acryloyloxy)ethyl]trimethyl-ammonium methyl-sulfate n-octadecyl-3-(3',5'-di-tert-butyl-4'-hydroxyphenyl)propionate C(CCCCCCCCCCCCCCCCC)OC(CCC1=CC(=C(C(=C1)C(C)(C)C)O)C(C)(C)C)=O.COS(=O)(=O)[O-].C(C=C)(=O)OCC[N+](C)(C)C